C1NCC12CC(C2)N2C(=NC1=C3CC[C@@H](NC3=CC=C12)C)CCC1=CC(=CC=C1)OC(C)C (7S)-3-{2-Azaspiro[3.3]heptan-6-yl}-7-methyl-2-{2-[3-(propan-2-yloxy)phenyl]ethyl}-3H,6H,7H,8H,9H-imidazo[4,5-f]chinolin